N1=C(N=CC=C1)C(C)N 1-(pyrimidin-2-yl)ethan-1-amine